5-methyl-1H-1,2,4-triazole-3-sulfonyl chloride CC1=NC(=NN1)S(=O)(=O)Cl